ClC1=C(OC2=NC=C(C(=C2)S(=O)(=O)N[C@H]2[C@@H](CC2)O)O)C(=CC(=C1)N1N=C(C(NC1=O)=O)C(F)F)Cl 2-[2,6-dichloro-4-[6-(difluoromethyl)-3,5-dioxo-1,2,4-triazin-2-yl]phenoxy]-5-hydroxy-N-[(1R,2R)-2-hydroxycyclobutyl]pyridine-4-sulfonamide